CN1C(=NN=C1)NC1=C(C=CC=C1)[N+](=O)[O-] (4-methyl-4H-1,2,4-triazol-3-yl)-2-nitroaniline